12-(5-chloro-[1,1'-biphenyl]-3-yl)-12H-benzo[4,5]thieno[2,3-a]carbazole ClC=1C=C(C=C(C1)C1=CC=CC=C1)N1C=2C=CC=CC2C=2C=CC3=C(C12)SC1=C3C=CC=C1